FC=1C=C2C(=CNC2=CC1)NC(=O)N1CC2=CC=C(C=C2CC1)N1CCCCC1 N-(5-fluoro-1H-indol-3-yl)-6-(piperidin-1-yl)-3,4-dihydroisoquinoline-2(1H)-carboxamide